ClC1=NC=C(C=C1NC(OC(C)(C)C)=O)COC tert-Butyl (2-chloro-5-(methoxymethyl)pyridin-3-yl)carbamate